2,5,11,13-tetraazahexadecane-10,14,16-tricarboxylate CNCCNCCCCC(NCNC(CCC(=O)[O-])C(=O)[O-])C(=O)[O-]